C(N)(O[C@@H]1[C@H](C2=C(C=CC=C2CC1)Cl)O)=O (1S,2S)-8-chloro-1-hydroxy-1,2,3,4-tetrahydronaphthalen-2-yl carbamate